ClC1=NC(=CC=C1C(=O)O)N1N=C(C=C1)OCC(C(C1(CC1)C(F)(F)F)([2H])[2H])([2H])[2H] 2-chloro-6-[3-[2,2,3,3-tetradeuterio-3-[1-(trifluoromethyl)cyclopropyl]propoxy]pyrazol-1-yl]pyridine-3-carboxylic acid